tert-butyl-4-((4-(5-benzamido-1-methyl-1H-pyrazol-3-yl)phenyl)carbamoyl)piperidine-1-carboxylate C(C)(C)(C)OC(=O)N1CCC(CC1)C(NC1=CC=C(C=C1)C1=NN(C(=C1)NC(C1=CC=CC=C1)=O)C)=O